NCCC[Si](OCCCCCCCCCCCCCCCC)(OCCCCCCCCCCCCCCCC)OCCCCCCCCCCCCCCCC 3-aminopropyl-(tricetyloxysilane)